FC=1C=CC2=C(CCO2)C1CNC1=NC=C(C=2N1C=NC2)C2=CC=CC=C2 N-((5-fluoro-2,3-dihydrobenzofuran-4-yl)methyl)-8-phenylimidazo[1,5-c]pyrimidin-5-amine